3(R)-[3(R)-(acetyloxy)-3-(4-fluorophenyl)propyl]-4(S)-[4-(acetyloxy)phenyl]-1-(4-fluorophenyl)-2-azetidinone C(C)(=O)O[C@H](CC[C@H]1C(N([C@@H]1C1=CC=C(C=C1)OC(C)=O)C1=CC=C(C=C1)F)=O)C1=CC=C(C=C1)F